COC1(CC2(C1)C=C(N(CC2)C(=O)OC(C)(C)C)OS(=O)(=O)C(F)(F)F)OC tert-butyl 2,2-dimethoxy-6-(((trifluoromethyl)sulfonyl)oxy)-7-azaspiro[3.5]non-5-ene-7-carboxylate